1-(3-chloro-5-(3,3-difluoroazetidin-1-yl)pyridin-2-yl)-N-(3-chloro-5-(methylsulfonamido)phenyl)-5-methyl-1H-pyrrole-3-carboxamide ClC=1C(=NC=C(C1)N1CC(C1)(F)F)N1C=C(C=C1C)C(=O)NC1=CC(=CC(=C1)NS(=O)(=O)C)Cl